C(C)(C)(C)OC(=O)N[C@@H](CC1=CC=C(C=C1)C=1C=CC2=C(N(C(O2)=O)C)C1)C(=O)N Nα-(tert-Butoxycarbonyl)-4-(3-methyl-2-oxo-2,3-dihydro-1,3-benzoxazol-5-yl)-L-phenylalaninamide